S1C(=CC=C1)C=1SC=C(C1)C=1SC=CC1 2,2':4',2''-Terthiophene